(2r,4r)-8-(5-chloro-3-fluoropyridin-2-yl)-6,9-dioxo-5-(4-(trifluoromethyl)benzyl)-5,8-diazaspiro[3.5]nonane-2-carboxamide ClC=1C=C(C(=NC1)N1CC(N(C2(CC(C2)C(=O)N)C1=O)CC1=CC=C(C=C1)C(F)(F)F)=O)F